N-((5-fluoro-2,3-dihydrobenzofuran-4-yl)methyl)imidazo[1,5-c]pyrimidin-5-amine FC=1C=CC2=C(CCO2)C1CNC1=NC=CC=2N1C=NC2